(2S)-1-[2-[(3R)-3-[methyl(6-quinolyl)amino]pyrrolidin-1-yl]acetyl]pyrrolidine-2-carbonitrile CN([C@H]1CN(CC1)CC(=O)N1[C@@H](CCC1)C#N)C=1C=C2C=CC=NC2=CC1